COC1=C(C(=CC=C1)OC)S(=O)(=O)NC1=NOC2=NC(=CC(=C21)OC)C2=CC(=CC=C2)N2CCN(CC2)C#CC 2,6-dimethoxy-N-(4-methoxy-6-(3-(4-propynylpiperazin-1-yl)phenyl)isoxazolo[5,4-b]pyridin-3-yl)benzenesulfonamide